(2S)-2-[(5-chloro-1-methylindole-2-carbonyl)amino]-3-phenylpropionic acid ClC=1C=C2C=C(N(C2=CC1)C)C(=O)N[C@H](C(=O)O)CC1=CC=CC=C1